2-[3-(difluoromethoxy)phenyl]-2-ethoxy-acetic acid FC(OC=1C=C(C=CC1)C(C(=O)O)OCC)F